FC1=C(C=CC=2C=COC21)C2CN(C(CS2)CF)C 2-(7-fluorobenzofuran-6-yl)-5-(fluoromethyl)-4-methylthiomorpholine